CN1N=CC(=C1C1CCN(CC1)C1=CC(=C(C(=N1)C(F)(F)F)C#N)N1C(C(C1)N1CCN(CC1)C(C=C)=O)C)C 6-(4-(1,4-Dimethyl-1H-pyrazol-5-yl)-1-piperidinyl)-4-(2-methyl-3-(4-(2-propenoyl)-1-piperazinyl)-1-azetidinyl)-2-(trifluoromethyl)-3-pyridinecarbonitrile